1-(3-(((1r,4r)-4-ethoxycyclohexyl)methyl)-6-fluoro-2-methyl-1H-indole-1-carbonyl)-4-(4-fluorophenyl)piperidine-4-carboxylic acid C(C)OC1CCC(CC1)CC1=C(N(C2=CC(=CC=C12)F)C(=O)N1CCC(CC1)(C(=O)O)C1=CC=C(C=C1)F)C